ClC1=C(C=CC=C1C1NCCC2=C1SC(=N2)C(=O)N)C2=C(C(=CC=C2)C2NCCC1=C2SC(=N1)C(=O)N)C (2-chloro-2'-methylbiphenyl-3,3'-diyl)bis(4,5,6,7-tetrahydrothiazolo[5,4-c]pyridine-2-carboxamide)